4-hydroxy-1-(3-(pyridin-4-yl)bicyclo[1.1.1]pentan-1-yl)piperidin-2-one OC1CC(N(CC1)C12CC(C1)(C2)C2=CC=NC=C2)=O